C(C)OC=1C=C(C=2N(C1)N=CC2C#N)C=2C=NC(=CC2)N2CCC(CC2)(CCC=2C=NC=CC2)O 6-ethoxy-4-(6-(4-hydroxy-4-(2-(pyridin-3-yl)ethyl)piperidin-1-yl)pyridin-3-yl)pyrazolo[1,5-a]pyridine-3-carbonitrile